methyl 7-chloro-2-(4-methoxybenzyl)-3-oxoisoindoline-1-carboxylate ClC=1C=CC=C2C(N(C(C12)C(=O)OC)CC1=CC=C(C=C1)OC)=O